(benzo[d]thiazol-6-yl)-2-(8-isopropyl-5-oxothieno[3',2':4,5]pyrrolo[1,2-d][1,2,4]triazin-6(5H)-yl)acetamide S1C=NC2=C1C=C(C=C2)C(C(=O)N)N2N=C(N1C(C2=O)=CC2=C1SC=C2)C(C)C